5-isocyanatomethyl-3,3,5-trimethyl-1-cyclohexyl isocyanate N(=C=O)CC1(CC(CC(C1)N=C=O)(C)C)C